C(C)(C)(C)OC(=O)N[C@H](C(=O)N[C@H](C(=O)OC)C[C@H]1C(NC2(CC2)C1)=O)CC1(CC1)F methyl (2S)-2-[[(2S)-2-(tert-butoxycarbonylamino)-3-(1-fluorocyclopropyl)propanoyl]amino]-3-[(6R)-5-oxo-4-azaspiro[2.4]heptan-6-yl]propanoate